1-cyclobutyl-4-(1-(5-phenylpyrazin-2-yl)ethyl)piperazine-2,3-dione C1(CCC1)N1C(C(N(CC1)C(C)C1=NC=C(N=C1)C1=CC=CC=C1)=O)=O